5-(1-(2,2-difluoroethyl)-2-methyl-1H-benzo[d]imidazol-6-yl)-6-fluoro-N-((3R,4R)-3-fluoro-1-(oxetan-3-yl)piperidin-4-yl)-4-(methoxy-d3)pyrrolo[2,1-f][1,2,4]triazin-2-amine FC(CN1C(=NC2=C1C=C(C=C2)C=2C(=CN1N=C(N=C(C12)OC([2H])([2H])[2H])N[C@H]1[C@@H](CN(CC1)C1COC1)F)F)C)F